FC=1C=C2C(=CC=NC2=CC1)C1CCC(CC1)[C@@H](C)NC1=NN=C(O1)C1=CC=C(C#N)C=C1 4-(5-((R)-1-((1s,4S)-4-(6-fluoroquinolin-4-yl)cyclohexyl)ethylamino)-1,3,4-oxadiazol-2-yl)benzonitrile